1-amino-5-hydroxy-4-carbonyl-1,4-dihydropyridazine-3,6-dicarboxylic acid diethyl ester C(C)OC(=O)C1=NN(C(=C(C1=C=O)O)C(=O)OCC)N